C(C)OC(=O)C1=NNC(=C1)C12COC(CC1)(CC2)COCC2=CC=CC=C2 5-(1-((benzyloxy)methyl)-2-oxabicyclo[2.2.2]oct-4-yl)-1H-pyrazole-3-carboxylic acid ethyl ester